(1R,2S,3R,5R)-3-(5-(1-benzyl-1H-pyrazol-3-yl)-2-chloro-7H-pyrrolo[2,3-d]pyrimidin-7-yl)-5-(1-methylpiperidin-4-yl)cyclopentane-1,2-diol C(C1=CC=CC=C1)N1N=C(C=C1)C1=CN(C=2N=C(N=CC21)Cl)[C@H]2[C@@H]([C@@H]([C@H](C2)C2CCN(CC2)C)O)O